N1=CC=C2N1CCCN2C=2C=NC=1CCN(CC1C2)C=2C(=CC=1N(N2)C(C=CN1)=O)C 7-(3-(6,7-dihydropyrazolo[1,5-a]pyrimidin-4(5H)-yl)-7,8-dihydro-1,6-naphthyridin-6(5H)-yl)-8-methyl-4H-pyrimido[1,2-b]pyridazin-4-one